5-[4-bromo-3-(methoxymethoxy)phenyl]-3-methyl-1,2,4-oxadiazole BrC1=C(C=C(C=C1)C1=NC(=NO1)C)OCOC